3-cyclopropylthieno[2,3-c]pyridine-4-carbaldehyde C1(CC1)C1=CSC=2C=NC=C(C21)C=O